4-(4-chloro-6-(4-(trifluoromethyl)piperidin-1-yl)-1,3,5-triazin-2-yl)morpholine ClC1=NC(=NC(=N1)N1CCC(CC1)C(F)(F)F)N1CCOCC1